1-[3-(2-chloro-6-methyl-4-pyridinyl)-2-(3-cyanophenyl)pyrazolo[1,5-a]Pyrimidin-5-yl]-3-[(3R)-pyrrolidin-3-yl]Urea trifluoroacetate FC(C(=O)O)(F)F.ClC1=NC(=CC(=C1)C=1C(=NN2C1N=C(C=C2)NC(=O)N[C@H]2CNCC2)C2=CC(=CC=C2)C#N)C